C(C)O[Si](NC(\C=C(/C(=O)O)\CCC)=O)(OCC)OCC N-triethoxysilyl-(propyl)maleamic acid